CC1CC2CCC(C1)N2C(=O)[O-] 3-methyl-8-azabicyclo[3.2.1]octane-8-carboxylate